C(C)(C)(C)C1=C(C=CC(C1)(CO)C(C)(C)C)O 2,4-ditertbutyl-4-hydroxymethyl-phenol